4-(6-amino-2-cyclopropylpyrimidin-4-yl)-1lambda6-thiomorpholine-1,1-dione NC1=CC(=NC(=N1)C1CC1)N1CCS(CC1)(=O)=O